C1(CCCCC1)C1=C(C=CC(=C1)NCC1=CC=C(C=C1)C(F)(F)F)NC([C@@H]([C@H](CCCC)F)F)=O (2S,3S)-N-(2-Cyclohexyl-4-((4-(trifluoromethyl)benzyl)amino)phenyl)-2,3-difluoroheptanamid